COC1=CC2=C(OC[C@@H]3N2CCN(C3)C)C=C1N (R)-9-methoxy-3-methyl-1,2,3,4,4a,5-hexahydrobenzo[b]pyrazino[1,2-d][1,4]oxazin-8-amine